ClC1=NC(=CC(=C1)CC(=O)OC)Cl methyl 2-(2,6-dichloropyridin-4-yl)acetate